bromo-3-((4-methoxybenzyl)oxy)pyrazin-2-amine BrC=1N=C(C(=NC1)N)OCC1=CC=C(C=C1)OC